FC1=CC(=C2C=C(N(C2=C1)C)C)N1C(C=2C=C(C(=NC2C(=C1)C(=O)N1CCC(CC1)F)OC)OC)=O 6-(6-fluoro-1,2-dimethyl-1H-indol-4-yl)-8-(4-fluoropiperidine-1-carbonyl)-2,3-dimethoxy-1,6-naphthyridin-5(6H)-one